(2S)-2-[chlorocarbonyl-(methyl)amino]-3-methyl-butanoic acid ethyl ester C(C)OC([C@H](C(C)C)N(C)C(=O)Cl)=O